2,2'-azo-bis(2-methylpropanenitrile) N(=NC(C#N)(C)C)C(C#N)(C)C